(S)-N-(3-((4-aminophenyl)amino)propyl)-N-(3-chloro-4-fluorophenyl)-1-(6-methyl-4-(trifluoromethyl)pyridin-2-yl)pyrrolidine-2-carboxamide NC1=CC=C(C=C1)NCCCN(C(=O)[C@H]1N(CCC1)C1=NC(=CC(=C1)C(F)(F)F)C)C1=CC(=C(C=C1)F)Cl